ethyl 6-(4-chloro-3-methylphenyl)-3-(methoxymethyl)-4-oxo-4,5-dihydropyrazolo-[1,5-a]pyrazine-2-carboxylate ClC1=C(C=C(C=C1)C=1NC(C=2N(C1)N=C(C2COC)C(=O)OCC)=O)C